endo-4-(4-chlorobenzyl)-2-(3-(pyridin-4-yl)-1H-pyrazol-5-yl)-2-azabicyclo[3.1.0]hexan-3-one ClC1=CC=C(CC2C(N(C3CC23)C2=CC(=NN2)C2=CC=NC=C2)=O)C=C1